C([C@@H](O)C)(=O)[O-].[Li+] lithium L-lactate